C(CCCCC)[C@H](C(=O)OCCCCCCN(CCCCCCOC(C(CCCCCCCC)CCCCCC)=O)CCCCO)CCCCCCCC ((4-hydroxybutyl)azanediyl)bis(hexane-6,1-diyl) (2S,2'S)-bis(2-hexyldecanoate)